[1-(5-hydroxypyrimidin-2-yl)cyclopropyl]methyl acetate C(C)(=O)OCC1(CC1)C1=NC=C(C=N1)O